CC1=CC=C(C=C1)S(=O)(=O)OC1=CC=C(C=C1)NC(=O)NC1=CC=C(C=C1)OS(=O)(=O)C1=CC=C(C=C1)CC N-[4-(p-toluenesulfonyloxy)phenyl]-N'-[4-(p-ethylbenzenesulfonyloxy)phenyl]urea